4-[[7-[4-[[4-[1-[3-amino-6-(2-hydroxyphenyl)pyridazin-4-yl]azetidin-3-yl]oxyphenyl]methyl]piperazin-1-yl]-7-oxo-heptyl]amino]-2-(2,6-dioxo-3-piperidyl)isoindoline-1,3-dione NC=1N=NC(=CC1N1CC(C1)OC1=CC=C(C=C1)CN1CCN(CC1)C(CCCCCCNC1=C2C(N(C(C2=CC=C1)=O)C1C(NC(CC1)=O)=O)=O)=O)C1=C(C=CC=C1)O